(2,2-difluorohexahydro-1H-pyrrolizin-7a-yl)methanol FC1(CC2(CCCN2C1)CO)F